C1(=CC=CC=C1)C1=NC(=NC(=N1)C1=CC=CC=C1)C1=C(C=C(C=C1)OCC)O 2,4-diphenyl-6-(2-hydroxy-4-ethoxyphenyl)-1,3,5-triazine